5-((3R,4S)-3-fluoro-4-(((5-(4-(methylsulfonyl)phenyl)thiazolo[5,4-b]pyridin-2-yl)oxy)methyl)piperidin-1-yl)-3-isopropyl-1,2,4-oxadiazol F[C@H]1CN(CC[C@H]1COC=1SC2=NC(=CC=C2N1)C1=CC=C(C=C1)S(=O)(=O)C)C1=NC(=NO1)C(C)C